NC=1C=C(C=CC1F)C(CCC1CC1)(C=1C=NC=CC1)N[S@](=O)C(C)(C)C (R)-N-((-)-1-(3-amino-4-fluorophenyl)-3-cyclopropyl-1-(pyridin-3-yl)propyl)-2-methylpropan-2-sulfinamide